FC1(CCC(CC1)C=1N(C=C(N1)C=1C=C2CN(C(C2=CC1)=O)C1C(NC(CC1)=O)=O)C)F 3-(5-(2-(4,4-Difluorocyclohexyl)-1-methyl-1H-imidazol-4-yl)-1-oxoisoindolin-2-yl)piperidine-2,6-dione